C(C)OC1=C(C=C2CCN([C@H](C2=C1)C(=O)NC1=CNC2=CC=CC=C12)C=O)OC (R)-7-ethoxy-2-formyl-N-(1H-indol-3-yl)-6-meth-oxy-1,2,3,4-tetrahydroisoquinoline-1-formamide